BrC=1SC=C(N1)C(C)(C)C 2-Bromo-4-(tert-butyl)thiazole